O=C1N(C(CC1)=O)CC\C(=C(/C(=O)O)\C)\C(=O)O.C(C)(C)(C)P(C(C)(C)C)CC1=C(C=CC=C1)CP(C(C)(C)C)C(C)(C)C 1,2-bis(di-tertiary-butylphosphinomethyl)benzene 2-(2,5-dioxopyrrolidin-1-yl)ethyl-methyl-fumarate